1-(methylamino)-4-(3-fluorophenyl)-6-(trifluoromethyl)-3H-pyridine CNN1CCC(C=C1C(F)(F)F)C1=CC(=CC=C1)F